tert-butyl 3-(3,5-dioxopiperazin-1-yl)propanoate O=C1CN(CC(N1)=O)CCC(=O)OC(C)(C)C